4-Octyloxy-3-methoxybenzoic acid propyl ester C(CC)OC(C1=CC(=C(C=C1)OCCCCCCCC)OC)=O